4-amino-3-cyano-N-(6-(7-methyl-2,3-dihydro-1H-benzo[d]pyrrolo[1,2-a]imidazol-6-yl)pyridin-2-yl)benzamide NC1=C(C=C(C(=O)NC2=NC(=CC=C2)C=2C(=CC3=C(N=C4N3CCC4)C2)C)C=C1)C#N